5-methylideneazepane-1,3-dicarboxylic acid C=C1CC(CN(CC1)C(=O)O)C(=O)O